Methyl (S)-3-(3-Methoxy-2-methyl-3-oxopropoxy)-4-nitrobenzoate COC([C@H](COC=1C=C(C(=O)OC)C=CC1[N+](=O)[O-])C)=O